BrC1=C(C=C(C(=O)NC)C=C1)C 4-bromo-N,3-dimethyl-benzamide